3-chloro-6-(trimethylgermyl)benzofuro[3,2-c]Pyridine ClC1=CC2=C(C=N1)C1=C(O2)C(=CC=C1)[Ge](C)(C)C